ClC1=NC(=CN=C1)N1C[C@@H](CCC1)OC1=C(C=C(C=C1)F)OCC (R)-2-chloro-6-(3-(2-ethoxy-4-Fluorophenoxy)piperidin-1-yl)pyrazine